4-(2-(benzyloxy)ethyl)-3,6-dichloropyridazine C(C1=CC=CC=C1)OCCC1=C(N=NC(=C1)Cl)Cl